NC1=C(C=C(C=N1)NC(C(=O)N1[C@@H](CC[C@H](C1)C)[C@H]1C[C@H](CCC1)O)=O)C N-(6-Amino-5-methyl-3-pyridyl)-2-[(2S,5R)-2-[(1R,3S)-3-hydroxycyclohexyl]-5-methyl-1-piperidyl]-2-oxo-acetamide